tert-butyl N-[(2S)-1-{4-[(tert-butoxycarbonyl)(thiophen-2-ylmethyl)amino]-7-methylthieno[3,2-c]pyridazin-6-yl}-1,1-difluoropropan-2-yl]carbamate C(C)(C)(C)OC(=O)N(C=1C2=C(N=NC1)C(=C(S2)C([C@H](C)NC(OC(C)(C)C)=O)(F)F)C)CC=2SC=CC2